6-(benzyloxy)-7-fluoro-1H,3H-pyrido[2,3-b][1,4]oxazin-2-one C(C1=CC=CC=C1)OC=1C(=CC2=C(OCC(N2)=O)N1)F